NC([C@H](C[C@H]1C(NCC1)=O)NC(=O)[C@H]1NC[C@@H](C1)OCC)=O (2S,4R)-N-((S)-1-amino-1-oxo-3-((S)-2-oxopyrrolidin-3-yl)propan-2-yl)-4-ethoxypyrrolidine-2-carboxamide